(2R,3R,4S,5S,6R)-2-(2-(diethoxyphosphoryl)ethyl)-6-((4-(3-(hex-5-yn-1-yl)ureido)phenyl)thio)tetrahydro-2H-pyran-3,4,5-triyl triacetate C(C)(=O)O[C@@H]1[C@H](O[C@@H]([C@H]([C@H]1OC(C)=O)OC(C)=O)SC1=CC=C(C=C1)NC(=O)NCCCCC#C)CCP(=O)(OCC)OCC